BrC=1C=C(NC2(CCC3(C(CC4=CC=CC=C34)C3=CC(=CC=C3)OC)CC2)C(=O)O)C=CC1 4-(3-bromoanilino)-2'-(3-methoxyphenyl)-2',3'-dihydrospiro[cyclohexane-1,1'-indene]-4-carboxylic acid